C(CCCCCC=CCC=CCC=CCC=CCCCCC)(=O)O 7,10,13,16-docosatetraenoic acid